3-Amino-5-(methylamino)-6-(3-methylimidazo[4,5-c]pyridin-2-yl)pyrazine-2-carboxamide NC=1C(=NC(=C(N1)NC)C1=NC2=C(C=NC=C2)N1C)C(=O)N